6-chloro-2-cyclobutyl-4-(pyrrolidin-1-ylmethyl)-2H-pyrazolo[3,4-b]pyridine ClC=1C=C(C=2C(N1)=NN(C2)C2CCC2)CN2CCCC2